6-((1H-Indazol-6-yl)methyl)-2,4-dimethyl-4H-thiazolo[5',4':4,5]pyrrolo[2,3-d]pyridazin-5(6H)-one N1N=CC2=CC=C(C=C12)CN1N=CC2=C(C1=O)N(C1=C2SC(=N1)C)C